BrC=1C=C2C=C(C(=NC2=CC1)C1=C(C=CC(=C1)OC)OC)OC1=CC=C(C=C1)OC 6-bromo-2-(2,5-dimethoxyphenyl)-3-(4-methoxyphenoxy)quinoline